2-methyl-5-propyl-2,3-dihydro-1H-inden-1-one CC1C(C2=CC=C(C=C2C1)CCC)=O